Arachidylstearat C(CCCCCCCCCCCCCCCCCCC)OC(CCCCCCCCCCCCCCCCC)=O